ClC=1N(N=C2C(N(CCC21)[C@@H](C(F)F)C)=O)CC2=C(C=CC=C2F)F (R)-3-chloro-2-(2,6-difluorobenzyl)-6-(1,1-difluoropropan-2-yl)-2,4,5,6-tetrahydro-7H-pyrazolo[3,4-c]pyridin-7-one